4-[(2,2,2-trifluoroethyl)amino]benzamide FC(CNC1=CC=C(C(=O)N)C=C1)(F)F